O1CCCC(=C1)C1=C(OC2(CC2)C(=O)NS(=O)(=O)C2=NC(=CC=C2)F)C=C(C=C1)C 1-(2-(3,4-dihydro-2H-pyran-5-yl)-5-methylphenoxy)-N-((6-fluoropyridin-2-yl)sulfonyl)cyclopropane-1-carboxamide